FC1=C(C=CC=C1[N+](=O)[O-])N1CCN2C1=C(C1=C2N=CN=C1NC(C)=O)C1=CC(=C(C=C1)OC1=NC(=CC=C1)C)F N-(6-(2-fluoro-3-nitrophenyl)-5-(3-fluoro-4-((6-methylpyridin-2-yl)oxy)phenyl)-7,8-Dihydro-6H-imidazo[1',2':1,5]pyrrolo[2,3-d]pyrimidin-4-yl)acetamide